2-(2-(2,6-dioxopiperidin-3-yl)-1,3-dioxoisoindolin-5-yl)acetaldehyde O=C1NC(CCC1N1C(C2=CC=C(C=C2C1=O)CC=O)=O)=O